CC=1C=C(C(=O)O)C=C(C1)NS(=O)(=O)C1=CC=C(C=C1)C 3-methyl-5-((4-methylphenyl)sulfonamido)benzoic acid